BrC1=CC(=C(NCC(F)(F)F)C=C1)[N+](=O)[O-] 4-bromo-2-nitro-N-(2,2,2-trifluoroethyl)aniline